N-(isopropyl(methyl)(oxo)-λ6-sulfaneylidene)-4-(5-(trifluoromethyl)-1,2,4-oxadiazol-3-yl)benzamide C(C)(C)S(=NC(C1=CC=C(C=C1)C1=NOC(=N1)C(F)(F)F)=O)(=O)C